C(C(=O)O)(=O)O.FC1=CC2=C(C(=NO2)C2CCN(CC2)C(C(=O)N2C3=C(CCC4=C2C=CC=C4)C=CC(=C3)Cl)C)C=C1 [4-(6-Fluorobenzo[d]isoxazol-3-yl)piperidin-1-yl]-1-[3-chloro-10,11-dihydro-5H-dibenzo[b,f]azepin-5-yl]propan-1-one oxalate salt